(S)-1-(4-chlorophenyl)-N-((1R,2R)-1-hydroxy-3-(pyrrolidin-1-yl)-1-(6-(2,2,2-trifluoroethoxy)pyridin-3-yl)propan-2-yl)pyrrolidine-3-carboxamide ClC1=CC=C(C=C1)N1C[C@H](CC1)C(=O)N[C@@H]([C@@H](C=1C=NC(=CC1)OCC(F)(F)F)O)CN1CCCC1